CCC[Si](C)(C)N[Si](C)(C)CCC 1,3-di-n-propyl-1,1,3,3-tetramethyldisilazane